1-(4-isocyanatophenyl)-1H-pyrrole N(=C=O)C1=CC=C(C=C1)N1C=CC=C1